S1C=NC2=C1C=CC(=C2)C(C)N2CCN(CC2)C2=CC=C(C=C2)S(=NC(C(F)(F)F)=O)(=O)C N-((4-(4-(1-(benzo[d]thiazol-5-yl)ethyl)piperazin-1-yl)phenyl)(methyl)(oxo)-λ6-sulfanylidene)-2,2,2-trifluoroacetamide